CC=1N(C=CN1)[C@@H](C)C1=CC=C(N)C=C1 (S)-4-(1-(2-methyl-1H-imidazol-1-yl)ethyl)aniline